3-({5-chloro-4-[(3-fluorobenzyl)amino]pyrimidin-2-yl}amino)-N-(piperidin-4-yl)benzamide ClC=1C(=NC(=NC1)NC=1C=C(C(=O)NC2CCNCC2)C=CC1)NCC1=CC(=CC=C1)F